N-(4-Fluoro-3-methylphenyl)-2-methyl-7-(3-methyloxetan-3-carbonyl)-5,5a,6,7,8,9,9a,10-octahydro-2H-pyrido[3,4-f]pyrrolo[3,4-b][1,4,5]oxathiazocin-1-carboxamid-4,4-dioxid FC1=C(C=C(C=C1)NC(=O)C=1N(C=C2C1OCC1C(NS2(=O)=O)CN(CC1)C(=O)C1(COC1)C)C)C